C(C1=CC=CC=C1)OC1=CC(=CC(=C1)F)OC(F)F 1-(benzyloxy)-3-(difluoromethoxy)-5-fluorobenzene